CC(C)(C1CC2C(CC1)O2)C2CC1C(CC2)O1 propane-2,2-diylbis(3,4-epoxycyclohexane)